N-((4,4-difluorocyclohexyl)(5-(1-(4-(difluoromethyl)-2-oxoimidazolidin-1-yl)-2-methoxyethyl)benzo[d]oxazol-2-yl)methyl)-1-methyl-1H-pyrazole-5-carboxamide FC1(CCC(CC1)C(NC(=O)C1=CC=NN1C)C=1OC2=C(N1)C=C(C=C2)C(COC)N2C(NC(C2)C(F)F)=O)F